Racemic-5-fluorochroman-4-amine FC1=C2[C@@H](CCOC2=CC=C1)N |r|